FC1(CN(CC1(C)C)C=1C=2C(N=CC1)=NN(C2)C=2C(NC(NC2)=O)=O)F 5-[4-(3,3-Difluoro-4,4-dimethyl-pyrrolidin-1-yl)pyrazolo[3,4-b]pyridin-2-yl]-1H-pyrimidine-2,4-dione